C1=C(C=CC2=CC=CC=C12)[C@@]1([C@H](O)[C@H](O)[C@@H](CO)O1)N1C=NC=2C(=O)N3C(NC=C3)=NC12 2-naphthyl-1,N2-ethenoguanosine